C(C)(C)(C)OC(=O)N1C[C@@H](N(CC1)C=1C2=C(N=CN1)N(C=C2NC(C)=O)C2=NC=CC(=C2)Cl)C (S)-4-(5-acetamido-7-(4-chloropyridin-2-yl)-7H-pyrrolo[2,3-d]pyrimidin-4-yl)-3-methylpiperazine-1-carboxylic acid tert-butyl ester